diethyl 2,2,14,14-tetramethyl-8-hydroxypentadecanedioate CC(C(=O)OCC)(CCCCCC(CCCCCC(C(=O)OCC)(C)C)O)C